C(C)(=O)OCC1=C(C=CC=C1)[N+](=O)[O-] (2-nitro-phenyl)-methyl acetate